1-allyl-2,3-dihydro-quinoline C(C=C)N1CCCC2=CC=CC=C12